4,4-dimethyl-6-(1-methylpentadecyl)phenol CC1(CC=C(C(=C1)C(CCCCCCCCCCCCCC)C)O)C